N-[3-[[2-[4-(2-methoxyethoxy)anilino]-7H-pyrrolo[2,3-d]pyrimidin-4-yl]oxy]phenyl]prop-2-enamide COCCOC1=CC=C(NC=2N=C(C3=C(N2)NC=C3)OC=3C=C(C=CC3)NC(C=C)=O)C=C1